(2R,3R,4R,5S,6R)-2-(4-chloro-3-(4-ethoxybenzyl)phenyl)-6-(3-oxo-2,5,8,11-tetraoxododecyl)tetrahydro-2H-pyran ClC1=C(C=C(C=C1)[C@@H]1O[C@H](CCC1)CC(C(CC(CCC(CCC(C)=O)=O)=O)=O)=O)CC1=CC=C(C=C1)OCC